O.O.O1C(=C(O)C(=O)C=2C(O)=CC(O)=CC12)C1=CC(O)=C(O)C=C1 Quercetin, Dihydrate